[2-chloro-3-(3-fluoro-1H-pyrazol-4-yl)phenyl]-[rac-(3R,9aS)-3-(3-chloro-4-fluorophenyl)-3,4,6,7,9,9a-hexahydro-1H-pyrazino[2,1-c][1,4]oxazin-8-yl]methanone ClC1=C(C=CC=C1C=1C(=NNC1)F)C(=O)N1C[C@H]2CO[C@@H](CN2CC1)C1=CC(=C(C=C1)F)Cl |r|